lithium niobium (0) [Nb].[Li]